C(C)(C)(C)OC(=O)N1CCC(CC1)(C#N)CC=1C(=NC=CC1)Br 4-((2-bromopyridin-3-yl)methyl)-4-cyanopiperidine-1-carboxylic acid tert-butyl ester